potassium potassium salt [K].[K]